2-(6-(6'-chlorospiro[cyclopropane-1,3'-pyrrolo[3,2-c]pyridin]-1'(2'h)-yl)-2-(1,1-difluoroethyl)pyrimidin-4-yl)cyclopropane-1-carbonitrile ClC1=CC2=C(C=N1)C1(CN2C2=CC(=NC(=N2)C(C)(F)F)C2C(C2)C#N)CC1